4-benzyloxy-2-[5-chloro-4-(2-hydroxy-1,1-dimethyl-ethyl)-2-methyl-phenyl]-1,6-naphthyridine-5-carboxamide C(C1=CC=CC=C1)OC1=CC(=NC=2C=CN=C(C12)C(=O)N)C1=C(C=C(C(=C1)Cl)C(CO)(C)C)C